OC(=O)[C@@]1(O)C[C@H](O)[C@@H](N)[C@@H](O1)[C@H](O)[C@H](O)CO α-D-neuraminic acid